N[C@@H]1CN(CC[C@H]1F)C1=NC2=C(N1CC1=NC=C(C#N)C=C1)C=CC(=C2)C(F)(F)F 6-((2-((3R,4R)-3-Amino-4-fluoropiperidin-1-yl)-5-(trifluoromethyl)-1H-benzo[d]imidazol-1-yl)methyl)nicotinonitril